BrC1=C(C(=C(C=C1)C(=C(C#N)C#N)OC)F)F 2-[(4-bromo-2,3-difluoro-phenyl)-methoxy-methylene]propanedinitrile